FC(C1=NC=CC(=N1)C(C(=O)OC)(C)C)F methyl 2-(2-(difluoromethyl)pyrimidin-4-yl)-2-methylpropanoate